(R)-N-(1-(2-fluoro-3-(trifluoromethyl)phenyl)ethyl)-6-(1-isopropylpiperidin-4-yl)-7-methoxy-2-methylpyrido[2,3-d]pyrimidin-4-amine FC1=C(C=CC=C1C(F)(F)F)[C@@H](C)NC=1C2=C(N=C(N1)C)N=C(C(=C2)C2CCN(CC2)C(C)C)OC